methyl 5-[4-[tert-butoxycarbonyl(ethyl)amino]-1-piperidyl]cinnoline-8-carboxylate C(C)(C)(C)OC(=O)N(C1CCN(CC1)C1=C2C=CN=NC2=C(C=C1)C(=O)OC)CC